5,6-Dimethylphenanthrolin CC1=C2C=CC=NC2=C2N=CC=CC2=C1C